N-(1-benzyl-3-cyano-1H-indol-5-yl)-1-methyl-1H-imidazole-2-carboxamide C(C1=CC=CC=C1)N1C=C(C2=CC(=CC=C12)NC(=O)C=1N(C=CN1)C)C#N